C(C)(C)(C)OC(=O)NC1CCC(CC1)CN1C(CC(CC1)C1=CC2=C(N(C(N2C)=O)C2C(N(C(CC2)=O)CC2=CC=C(C=C2)OC)=O)C=C1)C(=O)OC(C)(C)C tert-butyl 1-[[4-(tert-butoxycarbonylamino)cyclohexyl] methyl]-4-[1-[1-[(4-methoxy phenyl)methyl]-2,6-dioxo-3-piperidyl]-3-methyl-2-oxo-benzimidazol-5-yl]piperidine-2-carboxylate